C(C)C(CC)(S(=O)(=O)O)N ethyl-aminopropanesulfonic Acid